C1=CC=CC=2OP(OC3=C(C21)C=CC=C3)=O dibenzo[d,f][1,3,2]dioxaphosphepine 6-oxide